N1CC(C1)NC=1C=CC(=C(C(=O)N[C@H](C)C2=CC(=CC=C2)C=2SC(=CC2)C2=CC=CC=C2)C1)C (R)-5-(azetidin-3-ylamino)-2-methyl-N-(1-(3-(5-phenylthiophen-2-yl)phenyl)ethyl)benzamide